Benzyl (1R,5R)-5-hydroxycyclohex-3-ene-1-carboxylate O[C@H]1C=CC[C@H](C1)C(=O)OCC1=CC=CC=C1